FC=1C=C(C(=O)OC)C=CC1OC1=NC(=C(C2=CC3=C(C=C12)NN=C3)C3=CC(=NC=C3)C)C3CCOCC3 methyl 3-fluoro-4-[[5-(2-methyl-4-pyridyl)-6-tetrahydropyran-4-yl-1H-pyrazolo[4,3-g]isoquinolin-8-yl]oxy]benzoate